N-((1-((2-(3,5-dichlorophenyl)-6-((2-(4-(2-hydroxyethyl)piperazin-1-yl)pyrimidin-5-yl)oxy)pyridin-4-yl)methyl)piperidin-4-yl)methyl)acetamide ClC=1C=C(C=C(C1)Cl)C1=NC(=CC(=C1)CN1CCC(CC1)CNC(C)=O)OC=1C=NC(=NC1)N1CCN(CC1)CCO